COC(CC(CC1=C(C=CC(=C1)Cl)[N+](=O)[O-])N)=O 3-amino-4-(5-chloro-2-nitrophenyl)butyric acid methyl ester